N1C=C(C2=CC=CC=C12)CCNC(C1=C(C=C(C=C1)C)NC1=CC(=C(C(=C1)OC)OC)OC)=O N-(2-(1H-indol-3-yl)ethyl)-4-methyl-2-((3,4,5-trimethoxyphenyl)amino)benzamide